ClC=1C=2C=3N(C(=NC2C=CC1)NC=1C(N=CC=NC1)=O)N=C(N3)C3=CC=C(C=C3)F (6R)-6-{[10-chloro-2-(4-fluorophenyl)[1,2,4]triazolo[1,5-c]quinazolin-5-yl]amino}-1,4-diazepin-5-one